3-bromo-5-{[6-(trifluoromethyl)pyridin-2-yl]amino}-1-{[2-(trimethylsilyl)ethoxy]methyl}-1H-pyrazole-4-carbonitrile BrC1=NN(C(=C1C#N)NC1=NC(=CC=C1)C(F)(F)F)COCC[Si](C)(C)C